4-{2-[(1-{[2-(ethoxymethoxy)naphthalen-1-yl]methyl}naphthalen-2-yl)oxy]-ethyl}piperidine C(C)OCOC1=C(C2=CC=CC=C2C=C1)CC1=C(C=CC2=CC=CC=C12)OCCC1CCNCC1